C1(=CC=CC=C1)S(=O)C1=CC=2C(C3=CC=CC=C3SC2C=C1)=O 2-[(phenyl)sulfinyl]thioxanthone